2-bromo-N-[7-(3,5-dimethylphenoxy)-3-[2-(4-methylpiperazin-1-yl)-2-oxoethyl]-2,5-dioxo-2,3,4,5-tetrahydro-1H-benzo[e][1,4]Diazepin-8-yl]-3,4,5-tris(trideuteromethoxy)benzamide BrC1=C(C(=O)NC=2C(=CC3=C(NC(C(NC3=O)CC(=O)N3CCN(CC3)C)=O)C2)OC2=CC(=CC(=C2)C)C)C=C(C(=C1OC([2H])([2H])[2H])OC([2H])([2H])[2H])OC([2H])([2H])[2H]